NCC1=NNC(C2=CC=C(C=C12)C1=CN=C(N1C1=C(C#N)C=CC=C1)CO)=O 2-(5-(4-(aminomethyl)-1-oxo-1,2-dihydrophthalazin-6-yl)-2-(hydroxymethyl)-1H-imidazol-1-yl)benzonitrile